C1(=CC=CC=C1)N1N=C(N=C1C(F)(F)F)C=O (1-phenyl-5-(trifluoromethyl)-1H-1,2,4-triazol-3-yl)methanone